FC=1C=C2C(=COC(C2=CC1F)=O)C(C)C 6,7-difluoro-4-isopropyl-1H-isochromen-1-one